N1-([1,1'-biphenyl]-3-yl)-N1,N3-di([1,1':3',1''-terphenyl]-2'-yl)-5-(tert-butyl)benzene-1,3-diamine C1(=CC(=CC=C1)N(C1=CC(=CC(=C1)C(C)(C)C)NC1=C(C=CC=C1C1=CC=CC=C1)C1=CC=CC=C1)C1=C(C=CC=C1C1=CC=CC=C1)C1=CC=CC=C1)C1=CC=CC=C1